4-phenyl-2,6-dimethyl-3,5-diethoxy-1,4-dihydropyridine C1(=CC=CC=C1)C1C(=C(NC(=C1OCC)C)C)OCC